[Li]CCC(C(=O)[O-])(C)C.C(C(C)C)(=O)OCC.[Li+] lithium ethyl isobutyrate (lithio ethyl isobutyrate)